dihydronaphthothiophene C1CSC2=C1C3=CC=CC=C3C=C2